ClC1=C(C=CC=C1Cl)N1CCN(CC1)CCCCOC1=CC=C2C=CC(NC2=C1)=O 7-(4-(4-(2,3-dichlorophenyl)piperazin-1-yl)butoxy)quinolin-2(1H)-one